(16R)-24-amino-22-(trifluoromethyl)-26-oxa-3,4,20,25-tetraazapentacyclo[19.3.1.12,5.06,11.016,20]hexacosan-1(25),2,4,6(11),7,9,21,23-octaen-7-ol NC1=CC(=C2N3CCC[C@H]3CCCCC=3C=CC=C(C3C3=NN=C(C1=N2)O3)O)C(F)(F)F